1-{1-[2-(1H-indol-3-yl)ethyl]pyrrolidin-2-yl}propan-1-one oxide N1C=C(C2=CC=CC=C12)CCN1C(CCC1)C(CC)=[O+][O-]